2,6-Dimethyl-tyrosin CC1=C(C[C@H](N)C(=O)O)C(=CC(=C1)O)C